2-((1-(2-hydroxy-2-phenylethyl)piperidin-4-yl)methyl)-4-phenylpyridazine OC(CN1CCC(CC1)CN1NC=CC(=C1)C1=CC=CC=C1)C1=CC=CC=C1